N-(1-amino-3-(cyclopropyl(methyl)amino)-1-oxopropan-2-yl)-2-methyl-5-((4-methylthiazol-5-yl)methoxy)benzofuran-3-carboxamide NC(C(CN(C)C1CC1)NC(=O)C1=C(OC2=C1C=C(C=C2)OCC2=C(N=CS2)C)C)=O